bis(di-t-butyl-(4-dimethylaminophenyl)phosphino)palladium C(C)(C)(C)P(C1=CC=C(C=C1)N(C)C)(C(C)(C)C)[Pd]P(C(C)(C)C)(C(C)(C)C)C1=CC=C(C=C1)N(C)C